3,5-difluoro-2-ureidobenzoic acid FC=1C(=C(C(=O)O)C=C(C1)F)NC(=O)N